ClC1=C(C(=CC=C1)Cl)N1N=C(C(=C1)NC=1C=NC(=CC1)C1=C(C=CC=C1)OC)C(=O)N 1-(2,6-dichlorophenyl)-4-((6-(2-methoxyphenyl)pyridin-3-yl)amino)-1H-pyrazole-3-carboxamide